5-chloro-N-[4-(4-chlorothien-2-yl)-5-(4-cyclohexylpiperazin-1-yl)-1,3-thiazol-2-yl]-6-(dimethylamino)pyridine-3-carboxamide magnesium myristate salt C(CCCCCCCCCCCCC)(=O)[O-].[Mg+2].ClC=1C=C(C=NC1N(C)C)C(=O)NC=1SC(=C(N1)C=1SC=C(C1)Cl)N1CCN(CC1)C1CCCCC1.C(CCCCCCCCCCCCC)(=O)[O-]